(3-bromopropyl)(S-trityl)sulfane BrCCCSC(C1=CC=CC=C1)(C1=CC=CC=C1)C1=CC=CC=C1